(4-methoxyphenyl)-2(1H)-quinoxalinone COC1=CC=C(C=C1)N1C(C=NC2=CC=CC=C12)=O